OC(=O)C(F)(F)F.BrC=1C=C2C(=CNC2=CC1)NC(OC(C)(C)C)=O tert-butyl N-(5-bromo-1H-indol-3-yl)carbamate TFA salt